C(#N)C1=NC(=C(N=C1C#N)N(CCCC)CCCC)N(CCCC)CCCC 2,3-dicyano-5,6-bis(dibutylamino)pyrazine